OC(=O)C(F)(F)F.N1=C(C=CC=C1)CCN (2-pyridyl)ethylamine TFA salt